3-((3-exo)-3-((2-methyl-6-((5-methyl-1H-pyrazol-3-yl)amino)-[1,2,4]triazolo[1,5-a]pyrazin-8-yl)amino)-8-azabicyclo[3.2.1]octan-8-yl)propionitrile CC1=NN2C(C(=NC(=C2)NC2=NNC(=C2)C)NC2CC3CCC(C2)N3CCC#N)=N1